((S)-2-[[(1S)-1-cyano-2-[(3S)-2-oxopyrrolidin-3-yl]ethyl]amino]-2-oxo-1-(3-pyridylmethyl)ethyl)-4-methoxy-1H-indole-2-carboxamide C(#N)[C@H](C[C@H]1C(NCC1)=O)NC([C@H](CC=1C=NC=CC1)N1C(=CC2=C(C=CC=C12)OC)C(=O)N)=O